1,4-dioxo-1,4-dihydronaphthalen-2-ylbenzoate O=C1C(=CC(C2=CC=CC=C12)=O)OC(C1=CC=CC=C1)=O